C1(CC1)C=1C(=NOC1)C(=O)O 4-cyclopropylisoxazole-3-carboxylic acid